5-chloro-4-(2-(((2R,7aS)-2-fluorohexahydro-1H-pyrrolizin-7a-yl)methoxy)-4-(methyl((R)-pyrrolidin-3-yl)amino)-5,6-dihydropyrido[3,4-d]pyrimidin-7(8H)-yl)naphthalen-2-ol ClC1=C2C(=CC(=CC2=CC=C1)O)N1CC=2N=C(N=C(C2CC1)N([C@H]1CNCC1)C)OC[C@]12CCCN2C[C@@H](C1)F